CC1(C(N(CCO1)CCCC)(C)C)C tetramethylbutylmorpholine